NC1=CC=C2C(=CC(NC2=N1)=O)C(F)(F)F 7-amino-4-(trifluoromethyl)-1,8-naphthyridin-2(1H)-one